ClC=1C=C(C=CC1)C=1C=C(SC1)N 4-(3-chlorophenyl)thiophen-2-amine